C(C1=CC=CC=C1)(=O)OCC(C(COC(C1=CC=CC=C1)=O)C(C)C)C(C)C 2,3-diisopropyl-1,4-butanediol dibenzoate